FC(C=1C=C(C=CC1O)CC1=CC(=C(C=C1)O)C(F)(F)F)(F)F 1,1-bis(3-trifluoromethyl-4-hydroxyphenyl)methane